[4-[2-(dimethylamino)ethoxy]phenyl]-8-[(1S)-1-hydroxyethyl]-3,6-dimethyl-chromen-4-one CN(CCOC1=CC=C(C=C1)C=1OC2=C(C=C(C=C2C(C1C)=O)C)[C@H](C)O)C